C(C1=CC=CC=C1)OC1=NC2=CC(=CC=C2C(=C1)N1C=NC=C1)Cl 2-(Benzyloxy)-7-Chloro-4-(1H-Imidazol-1-Yl)Quinoline